OC(CC#CC=1C=C(C=2N(C1)N=CC2C#N)C=2C=NC(=CC2)N2CC1N(C(C2)C1)CC=1C=NC(=CC1)OC)(C)C 6-(4-Hydroxy-4-methylpent-1-yn-1-yl)-4-(6-(6-((6-methoxypyridin-3-yl)methyl)-3,6-diazabicyclo[3.1.1]heptan-3-yl)pyridin-3-yl)pyrazolo[1,5-a]pyridine-3-carbonitrile